4,4-difluoro-N-[(1S)-3-[(1R,5S)-3-(3-methyl-5-propan-2-yl-1,2,4-triazol-4-yl)-8-azabicyclo[3.2.1]octan-8-yl]-1-phenylpropyl]cyclohexane-1-carboxamide FC1(CCC(CC1)C(=O)N[C@@H](CCN1[C@H]2CC(C[C@@H]1CC2)N2C(=NN=C2C(C)C)C)C2=CC=CC=C2)F